CC1=C(C=CC=C1)C(C(=O)N)=NOC 2-(2-methylphenyl)-2-methoxyiminoacetamide